BrC=1C=CC2=C(CCOC2)C1F 6-bromo-5-fluoro-3,4-dihydro-1H-2-benzopyran